(8R)-8-methoxy-5-oxa-2-azaspiro[3.4]octane-2-carboxylic acid t-butyl ester C(C)(C)(C)OC(=O)N1CC2(C1)OCC[C@H]2OC